ethyl 6-(cyclopenten-1-yl)-2-hydroxy-pyridine-3-carboxylate C1(=CCCC1)C1=CC=C(C(=N1)O)C(=O)OCC